methyl 4-(5-fluoro-3-hydroxypyridin-2-yl)-5-methylthiophene-2-carboxylate FC=1C=C(C(=NC1)C=1C=C(SC1C)C(=O)OC)O